(1S,2S)-2-allyl-1-methylcyclopropane-1-carboxylic acid C(C=C)[C@@H]1[C@](C1)(C(=O)O)C